CC1=C(CNS(=O)(=O)C2=CC=C(C)C=C2)C=CC=C1 N-(2-methylbenzyl)-p-toluenesulfonamide